dimercaptotridecyl fluoride SC(CCCCCCCCCCCCF)S